(S)-4-Bromo-5-((1-hydroxy-3-(3-oxo-3-(4-(5-(trifluoromethyl)pyrimidin-2-yl)piperazin-1-yl)propoxy)propan-2-yl)amino)pyridazin-3(2H)-one BrC=1C(NN=CC1N[C@@H](CO)COCCC(N1CCN(CC1)C1=NC=C(C=N1)C(F)(F)F)=O)=O